N1=C2C(=C(C=C1)N)CCC2 6,7-dihydro-5H-cyclopenta[b]pyridine-4-amine